C1=C(C=CC2=CC=CC=C12)C[C@H](NCC=1NC(C=CC1)=O)C(NCCCC[C@H](NC(N[C@@H](CCC(=O)OC(C)(C)C)C(=O)OC(C)(C)C)=O)C(=O)OC(C)(C)C)=O tri-tert-butyl (3S,10S,14S)-3-[(naphthalen-2-yl)methyl]-4,12-dioxo-1-(6-oxo-1,6-dihydropyridin-2-yl)-2,5,11,13-tetraazahexadecane-10,14,16-tricarboxylate